CN1C=2C(NC(=NC2NCC1CNC1=CC=C(C(N[C@@H](CCC(=O)[O-])C(=O)O)=O)C=C1)N)=O.[Ca+2].CN1C=2C(NC(=NC2NCC1CNC1=CC=C(C(N[C@@H](CCC(=O)[O-])C(=O)O)=O)C=C1)N)=O calcium 5-methyltetrahydrofolate